O=C(OC(Cl)(Cl)Cl)Cl Diphosgen